methyl 3-(2,2-difluoro-2-phenylethyl)-2-[(1r,4r)-4-(methoxycarbonyl)cyclohexyl]-3H,6H,7H,8H,9H-imidazolo[4,5-h]isoquinoline-8-carboxylate FC(CN1C(=NC2=C1C=CC=1CCN(CC21)C(=O)OC)C2CCC(CC2)C(=O)OC)(C2=CC=CC=C2)F